CS(=O)(=O)OCC[C@H](C1=C(C=CC=C1)OC)OC1C[C@@H]2[C@@H](COC2)C1 [(2R)-2-[[(3aR,5s,6aS)-3,3a,4,5,6,6a-hexahydro-1H-cyclopenta[c]furan-5-yl]oxy]-2-(2-methoxyphenyl)ethyl]methyl methylsulfonate